4-bromo-5-methoxymethylpyridinecarboxaldehyde BrC1=CC(=NC=C1COC)C=O